3-(4-(aminomethyl)phenyl)-N-(2-methoxyethyl)pyrazolo[1,5-a]pyrimidin-5-amine NCC1=CC=C(C=C1)C=1C=NN2C1N=C(C=C2)NCCOC